[1-(2,6-dibenzyloxy-3-pyridyl)-2,3-dioxo-indolin-4-yl]carbamate C(C1=CC=CC=C1)OC1=NC(=CC=C1N1C(C(C2=C(C=CC=C12)NC([O-])=O)=O)=O)OCC1=CC=CC=C1